FC1(CCN(CC1)CC(C(=O)O)(C)C)F 3-(4,4-difluoro-1-piperidinyl)-2,2-dimethyl-propionic acid